FC1=CC=C(CNC(=O)[C@@H]2CC[C@H]3N2C([C@H](CN(CC3)C3COC3)NC(OC(C)(C)C)=O)=O)C=C1 tert-butyl ((5S,8S,10aR)-8-((4-fluorobenzyl)carbamoyl)-3-(oxetan-3-yl)-6-oxodecahydropyrrolo[1,2-a][1,5]diazocin-5-yl)carbamate